B(O)(O)CCCCC(C(=O)O)(NC)CCCNCC1=CC(=C(C=C1)Cl)Cl 6-borono-2-(3-(3,4-dichlorobenzylamino)propyl)-2-(methylamino)hexanoic acid